(S)-N-(8,9-difluoro-6-oxo-1,4,5,6-tetrahydro-2H-pyrano[3,4-c]isoquinolin-1-yl)-2-hydroxy-N-methyl-2,2-diphenylacetamide FC=1C(=CC=2C3=C(NC(C2C1)=O)COC[C@H]3N(C(C(C3=CC=CC=C3)(C3=CC=CC=C3)O)=O)C)F